N(=[N+]=[N-])CC1=CC2=C(C=N1)C=C(N2)CN(C(OC(C)(C)C)=O)CC2CCC2 tert-butyl N-[[6-(azidomethyl)-1H-pyrrolo[3,2-c]pyridin-2-yl]methyl]-N-(cyclobutylmethyl)carbamate